(2S)-1-((4R,7S)-7-((2R,3S,4R,11S,12R)-12-benzyl-3,11-dihydroxy-4-methyltetradecan-2-yl)-2-hydroxy-4-methyl-3-oxooxepane-2-carbonyl)piperidine-2-carboxylic acid C(C1=CC=CC=C1)[C@H]([C@H](CCCCCC[C@H]([C@@H]([C@@H](C)[C@@H]1CC[C@H](C(C(O1)(C(=O)N1[C@@H](CCCC1)C(=O)O)O)=O)C)O)C)O)CC